ClC=1C=C(C(=O)N[C@@H](C)C2=NC=NN2C2=NC=C(C=C2)N=S(=O)(C)C)C=CC1Cl (S)-3,4-dichloro-N-(1-(1-(5-((dimethyl(oxo)-λ6-sulfaneylidene)amino)pyridin-2-yl)-1H-1,2,4-triazol-5-yl)ethyl)benzamide